Methyl propionate C(CC)(=O)OC